C(C)(C)(C)OC(=O)N1C2=C(CC1=O)SC=C2 5-oxo-5,6-dihydro-4H-thieno[3,2-b]pyrrole-4-carboxylic acid tert-butyl ester